biotinylethylene glycol C(CCCC[C@@H]1SC[C@@H]2NC(=O)N[C@H]12)(=O)C(CO)O